NC=1N(C2=C3C(C=C(NC(C13)=O)C=1C=NC(=NC1)C)=NC(=N2)C)C2=C(C(=CC=C2C)O)C 1-amino-2-(3-hydroxy-2,6-dimethylphenyl)-4-methyl-7-(2-methylpyrimidin-5-yl)-2,8-dihydro-9H-2,3,5,8-tetraazabenzo[cd]azulene-9-one